NC=1C2=C(N=CN1)N(C(=C2C(=O)NC2=CC=C(C=C2)COC)C#CC2=NN(C=C2)C)C2(CC2)C 4-amino-N-(4-(methoxymethyl)phenyl)-6-((1-methyl-1H-pyrazol-3-yl)ethynyl)-7-(1-methylcyclopropyl)-7H-pyrrolo[2,3-d]pyrimidine-5-carboxamide